1-(bicyclo[2.1.1]hexan-1-ylmethyl)-3-methyl-4-(trifluoromethyl)-1H-pyrazole-5-carboxylic acid C12(CCC(C1)C2)CN2N=C(C(=C2C(=O)O)C(F)(F)F)C